COC(C(C(C1=CC2=C(N(N=N2)C)C=C1)C1=CC(=C(C=C1)C)CN1C[C@H](OC2=CC=3C=CC=NC3C=C2C1)CC)(C)C)=O 3-(3-(((R)-2-ethyl-2,3-dihydro-[1,4]oxazepino[7,6-g]quinolin-4(5H)-yl)methyl)-4-methylphenyl)-2,2-dimethyl-3-(1-methyl-1H-benzo[d][1,2,3]triazol-5-yl)propionic acid methyl ester